ClC=1C(=NC=CC1S)C(F)(F)F 3-Chloro-2-(trifluoromethyl)pyridine-4-thiol